tert-butyl (S)-((4-((1-benzylpyrrolidin-3-yl)oxy)-2-fluoro-5-methylphenyl)sulfonyl)(thiazol-4-yl)carbamate C(C1=CC=CC=C1)N1C[C@H](CC1)OC1=CC(=C(C=C1C)S(=O)(=O)N(C(OC(C)(C)C)=O)C=1N=CSC1)F